1-(bromomethyl)-1-((methylsulfonyl)methyl)cyclopropane BrCC1(CC1)CS(=O)(=O)C